C(C)(C)(C)O[Bi](OC(C)(C)C)OC(C)(C)C tris(tert-butoxy)bismuth(III)